6-(3-amino-5-fluoro-6-(3-((4-methoxypiperidin-1-yl)methyl)-4-thiomorpholinophenyl)pyrazin-2-yl)-7-fluoro-3,4-dihydroisoquinolin-1(2H)-one NC=1C(=NC(=C(N1)F)C1=CC(=C(C=C1)N1CCSCC1)CN1CCC(CC1)OC)C=1C=C2CCNC(C2=CC1F)=O